2-amino-2-methyl-N-[(2R)-1-(1-methylsulfonylspiro[2H-indole-3,4'-piperidine]-yl)-1-oxo-3-phenylmethoxypropan-2-yl]propanamide NC(C(=O)N[C@@H](C(=O)N1CCC2(CC1)CN(C1=CC=CC=C12)S(=O)(=O)C)COCC1=CC=CC=C1)(C)C